C1(=CC(CCC1)C=O)C=O 1-cyclohexene-1,3-dicarboxaldehyde